C1(CC[C@@H](C)O1)=O (R)-γ-valerolactone